The molecule is an anthocyanin cation consisting of delphinidin with beta-D-glucosyl groups at the 3- and 3'-positions. It is a beta-D-glucoside and an anthocyanin cation. It derives from a delphinidin. It is a conjugate acid of a delphinidin-5-olate 3-O-(6''-O-carboxylatoacetyl)-beta-D-glucoside-3'-O-beta-D-glucoside(1-). C1=C(C=C(C(=C1O)O)O[C@H]2[C@@H]([C@H]([C@@H]([C@H](O2)CO)O)O)O)C3=[O+]C4=CC(=CC(=C4C=C3O[C@H]5[C@@H]([C@H]([C@@H]([C@H](O5)COC(=O)CC(=O)O)O)O)O)O)O